[(3S)-Tetrahydropyran-3-yl]hydrazine O1C[C@H](CCC1)NN